ClC=1C=CC(=C(C1)C1=CC(=C(N=N1)OC1COCC1)NC1=CC(=NC=C1)NC(CCN1CCN(CC1)C)=O)F N-(4-{[6-(5-chloro-2-fluorophenyl)-3-(oxolan-3-yloxy)pyridazin-4-yl]amino}pyridin-2-yl)-3-(4-methylpiperazin-1-yl)propanamide